CC1(COC(OC1)C=1C=C(C(=O)NC=2C=NC(=CC2)N2C[C@@H]3[C@H](C2)CCC3)C=C(C1O)F)C 3-(5,5-dimethyl-1,3-dioxan-2-yl)-5-fluoro-N-(6-((3aR,6aS)-hexahydrocyclopenta[c]pyrrol-2(1H)-yl)pyridin-3-yl)-4-hydroxybenzoamide